CN1C(C2=CC=C(C=C2C(=C1)C=1C=C(C=CC1)NS(=O)(=O)CC)C1=NC=CC=C1)=O N-[3-(2-methyl-1-oxo-6-pyridin-2-ylisoquinolin-4-yl)phenyl]ethanesulfonamide